3-((7-(5-Chloro-1-((4-fluoropiperidin-4-yl)methyl)-1H-indol-7-yl)thieno[3,2-b]pyridin-2-yl)methyl)-1-(2,2,2-trifluoroethyl)imidazoline-2,4-dione trifluoroacetate FC(C(=O)O)(F)F.ClC=1C=C2C=CN(C2=C(C1)C1=C2C(=NC=C1)C=C(S2)CN2C(N(CC2=O)CC(F)(F)F)=O)CC2(CCNCC2)F